5-[(6-methoxy-1-methylindazol-7-yl)sulfamoyl]pyridine-2-carboxylic acid COC1=CC=C2C=NN(C2=C1NS(=O)(=O)C=1C=CC(=NC1)C(=O)O)C